ClCC1CS1 2-(chloromethyl) ethylene sulfide